NC1=NC(=CC(=N1)C=1C(=C(C#N)C=CC1)C)C=1N=NN(C1)CC=1C=C2N(N1)CCN2 3-(2-amino-6-(1-((2,3-dihydro-1H-imidazo[1,2-b]pyrazol-6-yl)methyl)-1H-1,2,3-triazol-4-yl)pyrimidin-4-yl)-2-methylbenzonitrile